CC1=C(C(=CC(=C1)CCCC)CCCCC)O 2-methyl-4-butyl-6-pentylphenol